FC1(CCN(CC1)C(=O)C=1C=C2C(=NC1)N(C=C2)C=2C=NC(=CC2)C2=NN=C(N2)C)F (4,4-difluoropiperidin-1-yl)(1-(6-(5-methyl-4H-1,2,4-triazol-3-yl)pyridin-3-yl)-1H-pyrrolo[2,3-b]pyridin-5-yl)methanone